C1(=CC=CC=C1)C=1N=C(SCC1)N phenyl-6H-1,3-thiazine-2-amine